N-(5-cyano-4-((2-(pyridin-3-yl-thio)ethyl)amino)pyridin-2-yl)-7-formyl-6-((4-methyl-2-oxopiperazin-1-yl)methyl)-3,4-dihydro-1,8-diazanonaphthalene-1(2H)-carboxamide C(#N)C=1C(=CC(=NC1)NC(=O)C12CCCC3=CC(=C(C(=C13)NN2)C=O)CN2C(CN(CC2)C)=O)NCCSC=2C=NC=CC2